FC(OC=1C=C2C=CC(=C(C2=C(C1)B1OC(C(O1)(C)C)(C)C)C#C[Si](C(C)C)(C(C)C)C(C)C)F)F ((6-(difluoromethoxy)-2-fluoro-8-(4,4,5,5-tetramethyl-1,3,2-dioxaborolan-2-yl)naphthalen-1-yl)ethynyl)triisopropylsilane